5-((3-(8-(((3S,4R)-3-fluoro-1-methylpiperidin-4-yl)amino)-3-(2,2,2-trifluoroethyl)indolizin-2-yl)prop-2-yn-1-yl-1,1-d2)amino)-6-methoxy-N-methylpyridine-2-carboxamide F[C@H]1CN(CC[C@H]1NC1=CC=CN2C(=C(C=C12)C#CC([2H])([2H])NC=1C=CC(=NC1OC)C(=O)NC)CC(F)(F)F)C